CN(/C=C/C=1C(=C(OC=2C=CC(=C(N)C2)F)C(=CC1[N+](=O)[O-])F)F)C 5-[3-[(E)-2-(dimethylamino)vinyl]-2,6-difluoro-4-nitro-phenoxy]-2-fluoro-aniline